FC=1C=C(C(=O)NC2=NN(C3=CC=CC=C23)CC2=CC=C(C=C2)C(F)(F)F)C=CC1F 3,4-difluoro-N-(1-(4-(trifluoromethyl)benzyl)-1H-indazol-3-yl)benzamide